4-(furo[3,2-c]pyridin-4-yl)-N-[1-(1-methyl-1H-tetrazol-5-yl)piperidin-4-yl]benzamide O1C=CC=2C(=NC=CC21)C2=CC=C(C(=O)NC1CCN(CC1)C1=NN=NN1C)C=C2